C1(=CC=CC=C1)C=1C2=CC=CC=C2C=C2C=CC=C(C12)C(=C)C1=CC=CC=C1 9,1-diphenylvinyl-anthracene